(S)-N-(2-chloro-6-fluorophenyl)-4-(3,3-diethylureido)-5-fluoro-2-((1,1,1-trifluoropropan-2-yl)oxy)benzamide ClC1=C(C(=CC=C1)F)NC(C1=C(C=C(C(=C1)F)NC(=O)N(CC)CC)O[C@H](C(F)(F)F)C)=O